dimethylolbifurfuryl C(O)C(C1=CC=CO1)(CC1=CC=CO1)CO